FC=1C=C(C(=O)NCC2CCC(CC2)N2N=C3C=C(C=CC3=C2)C2=NC=C(C=C2)C)C=C(C1O)F 3,5-difluoro-4-hydroxy-N-({(1r,4r)-4-[6-(5-methylpyridin-2-yl)-2H-indazol-2-yl]cyclohexyl}methyl)benzamide